ClC=1C=C(C=CC1C)C12CCN(CC2C1)C(=O)C1CC2(C1)NC(CC2)=O (rac)-(2r,4s)-2-(6-(3-chloro-4-methylphenyl)-3-azabicyclo[4.1.0]heptane-3-carbonyl)-5-azaspiro[3.4]octan-6-one